ClC=1C(=C(C(=O)NC=2C=NC(=CC2)OC)C=CC1C(F)(F)F)NC1=C(C=C(C=C1)F)C 3-chloro-2-((4-fluoro-2-methylphenyl)amino)-N-(6-methoxypyridin-3-yl)-4-(trifluoromethyl)benzamide